3-amino-6-(3-(5,5-dimethyl-5,6-dihydro-4H-pyrrolo[1,2-b]pyrazol-3-yl)phenyl)-N-((3S,5S)-5-fluoropiperidin-3-yl)pyrazine-2-carboxamide NC=1C(=NC(=CN1)C1=CC(=CC=C1)C1=C2N(N=C1)CC(C2)(C)C)C(=O)N[C@@H]2CNC[C@H](C2)F